NC1(CC=C(C=C1)CCC1=CC=C(C=C1)OC1=CC=C(C=C1)N)OC1=CC=C(C=C1)N 4-amino-1,2-bis[4-(4-aminophenoxy)phenyl]ethane